[(2R,3R)-2-(2-chloro-3-methyl-phenyl)-3-[(3S)-3-hydroxypyrrolidin-1-yl]pyrrolidin-1-yl]ethanone ClC1=C(C=CC=C1C)[C@H]1N(CC[C@H]1N1C[C@H](CC1)O)C(C)=O